C(#N)[C@H](CC1=CC=C(C=C1)C1=CC=C(C=C1)SC#N)NC(=O)[C@H]1OCCCNC1 (2S)-N-{(1S)-1-cyano-2-[4-(5-cyanothiobenzene-2-yl)phenyl]ethyl}-1,4-oxaazepane-2-carboxamide